1-(6-(5-(difluoromethoxy)-6-methoxypyridin-3-yl)imidazo[1,2-B]pyridazin-2-yl)-3-(2-(pyridin-3-yloxy)ethyl)urea FC(OC=1C=C(C=NC1OC)C=1C=CC=2N(N1)C=C(N2)NC(=O)NCCOC=2C=NC=CC2)F